ClC1=NC(=NC(=N1)C1=CC=CC=C1)C1=CC=CC=2OC3=C(C21)C=CC=C3C3=CC=CC=C3 2-chloro-4-phenyl-6-(6-phenyldibenzo[b,d]furan-1-yl)-1,3,5-triazine